2-((4,4,8-trimethyltricyclo[6.3.1.02,5]dodecan-1-yl)oxy)hexan-1-ol CC1(CC2C3(CCCC(CCC12)(C3)C)OC(CO)CCCC)C